C[C@]1([C@@H](CCCC1)C(=O)[O-])C(=O)OC(C)C 2-propyl cis-1-methylcyclohexane-1,2-dicarboxylate